3-[2-[4-chloro-3-(2-pyridylcarbamoyl)phenyl]ethynyl]-5-(trifluoromethyl)benzoic acid (2,3,4,5,6-pentafluorophenyl) ester FC1=C(C(=C(C(=C1F)F)F)F)OC(C1=CC(=CC(=C1)C(F)(F)F)C#CC1=CC(=C(C=C1)Cl)C(NC1=NC=CC=C1)=O)=O